C1(CCCCCCCCCCCN1)=O dodecanelactam